BrC1=CC=C(C=C1)C(C(C)=O)(C)C 3-(4-Bromophenyl)-3-Methylbutan-2-One